tripropylammonium tetra(perfluoronaphthyl)borate FC1=C(C2=C(C(=C(C(=C2C(=C1F)F)F)F)F)F)[B-](C1=C(C(=C(C2=C(C(=C(C(=C12)F)F)F)F)F)F)F)(C1=C(C(=C(C2=C(C(=C(C(=C12)F)F)F)F)F)F)F)C1=C(C(=C(C2=C(C(=C(C(=C12)F)F)F)F)F)F)F.C(CC)[NH+](CCC)CCC